C(C)C=1C(=CC(=NC1)NC1=CC=NN1C)I 5-ethyl-4-iodo-N-(1-methyl-1H-pyrazol-5-yl)pyridin-2-amine